C(=O)(O)C1=CC=C(C=C1)C(C)O 1-(4-carboxyphenyl)ethanol